(1r,4r)-N1-(4-(6-(Furan-3-yl)imidazo[1,2-a]pyridin-3-yl)-5-methylpyrimidin-2-yl)cyclohexane-1,4-diamine O1C=C(C=C1)C=1C=CC=2N(C1)C(=CN2)C2=NC(=NC=C2C)NC2CCC(CC2)N